C(C)(C)(C)C=1C=C(C(=O)OCCCCCCCC)C=C(C1O)C(C)(C)C octyl 3,5-di-tert-butyl-4-hydroxy-benzoate